C(C1=CC=CC=C1)N1CCC(CC1)C1CN(CCO1)CC1=CC=C(C=C1)OC 2-(1-benzylpiperidin-4-yl)-4-(4-methoxybenzyl)morpholine